ClC=1C=C(C=CC1)C1=CC=CC=C1 3-chlorobiphenyl